N-(2-((2-(dimethylamino)ethyl)(ethyl)amino)-3-fluoro-5-((7-methyl-4-(1-methyl-1H-indol-3-yl)-7H-pyrrolo[2,3-d]pyrimidin-2-yl)amino)phenyl)acetamide CN(CCN(C1=C(C=C(C=C1F)NC=1N=C(C2=C(N1)N(C=C2)C)C2=CN(C1=CC=CC=C21)C)NC(C)=O)CC)C